C(C=C)(=O)N1C(CN(CC1)C1=NC=NC2=CC(=C(C=C12)C1=CC=C(C=C1)Cl)Cl)C#N 1-acryloyl-4-(7-chloro-6-(4-chlorophenyl)quinazolin-4-yl)piperazine-2-carbonitrile